4-(4-(5-azaspiro[2.3]hexan-5-ylmethyl)-2-fluorobenzylamino)-2-(2,6-dioxopiperidin-3-yl)isoindoline-1,3-dione C1CC12CN(C2)CC2=CC(=C(CNC1=C3C(N(C(C3=CC=C1)=O)C1C(NC(CC1)=O)=O)=O)C=C2)F